Tert-butyl ((S)-1-((2S,4R)-4-hydroxy-2-(((R)-2-hydroxy-1-(4-(4-methylthiazol-5-yl)phenyl)ethyl)carbamoyl)pyrrolidin-1-yl)-3,3-dimethyl-1-oxobutan-2-yl)carbamate O[C@@H]1C[C@H](N(C1)C([C@H](C(C)(C)C)NC(OC(C)(C)C)=O)=O)C(N[C@@H](CO)C1=CC=C(C=C1)C1=C(N=CS1)C)=O